N[C@H]1CS(C2=C(N(C1=O)CC1=CC=C(C=C1)Cl)C=C(C(=C2)F)C=2OC(=NN2)C2CCOCC2)(=O)=O (3R)-3-Amino-5-[(4-chlorophenyl)methyl]-8-fluoro-1,1-dioxo-7-(5-tetrahydropyran-4-yl-1,3,4-oxadiazol-2-yl)-2,3-dihydro-1λ6,5-benzothiazepin-4-one